(1R,3aS,10aR)-1-{(1E)-3-[1-(2,6-difluorophenyl)cyclobutyl]-3-hydroxy-1-propen-1-yl}-2,3,3a,9,10,10a-hexahydro-1H-benzo[b]cyclopenta[f]oxepin-6-carboxylic acid FC1=C(C(=CC=C1)F)C1(CCC1)C(/C=C/[C@H]1CC[C@H]2[C@@H]1CCC1=C(O2)C=C(C=C1)C(=O)O)O